tert-butyl (4S,6R)-2-[2-[2,4-difluoro-6-(2-methoxyethoxy)phenyl]ethynyl]-4,6-dimethyl-6,7-dihydro-4H-pyrazolo[1,5-a]pyrazine-5-carboxylate FC1=C(C(=CC(=C1)F)OCCOC)C#CC1=NN2C([C@@H](N([C@@H](C2)C)C(=O)OC(C)(C)C)C)=C1